C1(CCCC1)[C@@H](C(=O)N([C@@H](CC(=O)O)C(=O)N(CC)CC)C)N(C)C(=O)OCC1C2=CC=CC=C2C=2C=CC=CC12 (3S)-3-[[(2S)-2-cyclopentyl-2-[9H-fluoren-9-ylmethoxycarbonyl(methyl)amino]acetyl]-methyl-amino]-4-(diethyl-amino)-4-oxo-butanoic acid